C(C)OC(=O)C1=C(C2=C(CCC3=CN(N=C23)C[C@H]2OCCOC2)O1)C(F)(F)F 2-{[(2R)-1,4-dioxan-2-yl]methyl}-8-(trifluoromethyl)-4,5-dihydro-2H-furo[2,3-g]indazole-7-carboxylic acid ethyl ester